3-cyclopropyl-1-iodo-5,6,7,8-tetrahydroimidazo[1,5-a]pyrazine hydrochloride Cl.C1(CC1)C1=NC(=C2N1CCNC2)I